CC=1C(=NN(C1C1=CC(=C(C=C1)C#N)F)C1=CC=C(C=C1)N1CCC(CC1)OC)C(=O)O.COC1=C2C(C=C(OC2=CC(=C1)OC)C1=CC(=C(C=C1)OC)OC)=O 5,7,3',4'-tetramethoxyflavone Methyl-5-(4-cyano-3-fluorophenyl)-1-(4-(4-methoxypiperidin-1-yl)phenyl)-1H-pyrazole-3-carboxylate